ClCC=1OC(=NN1)CCCCCCCC 2-(chloromethyl)-5-octyl-1,3,4-oxadiazole